FC1=CC=C(OC2=CC=C(C=C2)C2CN(C2)C(=O)N2CC(CC2)C2=NN=NN2)C=C1 [3-[4-(4-Fluorophenoxy)phenyl]azetidin-1-yl]-[3-(1H-tetrazol-5-yl)pyrrolidin-1-yl]methanone